N=1C=NN2C1C=C(C=C2)OC2=C(C=C(C=C2)NC2=NC=NC1=CC=C(C=C21)[C@H]2CN(CCC2)C(=O)OC(C)(C)C)C (S)-tert-butyl 3-(4-((4-([1,2,4]triazolo[1,5-a]pyridin-7-yloxy)-3-methylphenyl)amino)quinazolin-6-yl)piperidine-1-carboxylate